C12(CC3CC(CC(C1)C3)C2)CC(=O)NC2=CC3=C(NC(=N3)CNC(OCC(F)(F)F)=O)C=C2 2,2,2-Trifluoroethyl N-[[5-[[2-(1-adamantyl)acetyl]amino]-1H-benzimidazol-2-yl]methyl]carbamate